O=C1N(CCC(N1)=O)C1=CC=C(C=C1)NC(CCCCCC(=O)N(C(C)C)C(C)C)=O N1-(4-(2,4-dioxotetrahydropyrimidin-1(2H)-yl)phenyl)-N7,N7-diisopropylpimelamide